COC1CN(CCC1)CC1=CC=C(C=C1)B1OC(C(O1)(C)C)(C)C 3-methoxy-1-(4-(4,4,5,5-tetramethyl-1,3,2-dioxaborolan-2-yl)benzyl)piperidine